NC1CCN(CC1)C1=C(C=C(C=N1)CC1=CN=C2C(=NC(=NN21)OCCCC)N)C 7-((6-(4-aminopiperidin-1-yl)-5-methylpyridin-3-yl)methyl)-2-butoxyimidazo[2,1-f][1,2,4]triazin-4-amine